C(C)(C)(C)OC(=O)N1C=C(C2=CC=C(C=C12)Br)CC#N 6-bromo-3-(cyanomethyl)-1H-indole-1-carboxylic acid tert-butyl ester